2-chloro-10-(3-dimethylaminopropyl)phenothiazine hydrochloride Cl.ClC1=CC=2N(C3=CC=CC=C3SC2C=C1)CCCN(C)C